(1'R,2'R)-5'-methyl-6-phenethyl-2'-(prop-1-en-2-yl)-1',2',3',4'-tetrahydro-[1,1-biphenyl]-2,4-diol CC=1CC[C@H]([C@@H](C1)C=1C(=CC(=CC1CCC1=CC=CC=C1)O)O)C(=C)C